N1=C(C=CC=C1)C(=O)[C@@]12CC3=C(C=C2CCN(C1)C(=O)OC(C)(C)C)N(N=C3)C3=CC=C(C=C3)C(F)(F)F (R)-tert-butyl 4a-picolinoyl-1-(4-(trifluoromethyl)phenyl)-4a,5,7,8-tetrahydro-1H-pyrazolo[3,4-g]isoquinoline-6(4H)-carboxylate